C(C)S(=O)(=O)C1=CC=C(C=C1)[C@@H](CO)C1=C(C(=O)N)C=CC(=C1)N1CC(N(CC1)C)C1=CC=C(C=C1)C(F)(F)F ((R)-1-(4-(ethylsulfonyl)phenyl)-2-hydroxyethyl)-4-(4-methyl-3-(4-(trifluoromethyl)phenyl)piperazin-1-yl)benzamide